C(#N)C=1C=C(C=CC1O[C@@H]1[C@@H]2[C@H](OC1)[C@H](CO2)OC)C=2SC(=C(N2)C)C(=O)O (3-cyano-4-{[(3S,3aR,6S,6aR)-6-methoxyhexahydrofuro[3,2-b]furan-3-yl]oxy}phenyl)-4-methylthiazole-5-carboxylic acid